C(C)OC(=O)C=1C=C2C(=NC(=NN2C1)Cl)Cl 2,4-Dichloropyrrolo[2,1-f][1,2,4]triazine-6-carboxylic acid ethyl ester